FC1=C(C(=CC=C1)F)[C@H](CC1=NC(=NC(=N1)N[C@@H](CO)CC(C)C)CS(=O)(=O)N)C (4-((S)-2-(2,6-difluorophenyl)propyl)-6-(((R)-1-hydroxy-4-methylpent-2-yl)amino)-1,3,5-triazin-2-yl)methanesulfonamide